C1(CC1)OC1=CC=C(C=C1)S(=O)(=O)NC(CN(C)C)C1=CC(=C(C=C1)Cl)Cl 4-cyclopropoxy-N-(1-(3,4-dichlorophenyl)-2-(dimethylamino)ethyl)benzenesulfonamide